N-[(5-cyclopropyl-1,2-oxazol-4-yl)methyl]-8-methyl-2-(pyridin-2-ylmethyl)-4,5-dihydro-2H-furo[2,3-g]indazole-7-carboxamide C1(CC1)C1=C(C=NO1)CNC(=O)C1=C(C2=C(CCC3=CN(N=C23)CC2=NC=CC=C2)O1)C